C(C)(C)(C)OC(C=C)=O.N1CC(CC2=CC=CC=C12)C1=CC=C(C=C1)S(=O)(=O)N 4-(1,2,3,4-tetrahydroquinoline-3-yl)benzenesulfonamide tert.-Butylacrylat